5'-methoxy-pseudouridine triphosphate P(O)(=O)(OP(=O)(O)OP(=O)(O)O)OC([C@@H]1[C@H]([C@H]([C@@H](O1)C1=CNC(=O)NC1=O)O)O)OC